[Cl-].C1CC12CC[NH2+]CC2 6-azaspiro[2.5]octan-6-ium chloride